CN1C(C=2C=C(C=CC2C=2C1=NNC2)C)=O 4,7-dimethyl-2,4-dihydro-5H-pyrazolo[3,4-c]isoquinolin-5-one